(4-(1-(3-(Cyanomethyl)-1-(ethylsulfonyl)azetidin-3-yl)-1H-pyrazol-4-yl)-7H-pyrrolo[2,3-d]pyrimidin-7-yl)2-(2-fluoro-[1,1'-biphenyl]-4-yl)propionic acid methyl ester COC(C(C)(C1=CC(=C(C=C1)C1=CC=CC=C1)F)N1C=CC2=C1N=CN=C2C=2C=NN(C2)C2(CN(C2)S(=O)(=O)CC)CC#N)=O